C(#C)C1=C(C=CC=C1)N1C=NC=C1C(=O)O 1-(2-ethynylphenyl)-1H-imidazole-5-carboxylic acid